NCCCCCCC1=C(C(=O)N)C=C(C(=C1OC)OC)OC (6-aminohexyl)-3,4,5-trimethoxybenzamide